2-chlorosulfonyl-N,N-dimethyl-nicotinamide ClS(=O)(=O)C1=C(C(=O)N(C)C)C=CC=N1